4-(3-chloro-2-fluorophenyl)-5-fluoro-4-methyl-6-({1-[(1S,4S)-2-oxa-5-azabicyclo[2.2.1]heptane-5-carbonyl]azetidin-3-yl}amino)-3,4-dihydroisoquinolin-1(2H)-one ClC=1C(=C(C=CC1)C1(CNC(C2=CC=C(C(=C12)F)NC1CN(C1)C(=O)N1[C@@H]2CO[C@H](C1)C2)=O)C)F